C3-allyl-3-formylazetidine-1-carboxylic acid tert-butyl ester C(C)(C)(C)OC(=O)N1CC(C1)(C=O)CC=C